1-(9-carboxyl-nonynyl)-1,2,3,4,5-pentaphenyl-silole C(=O)(O)CCCCCCCC#C[Si]1(C(=C(C(=C1C1=CC=CC=C1)C1=CC=CC=C1)C1=CC=CC=C1)C1=CC=CC=C1)C1=CC=CC=C1